4-phenoxyazepane O(C1=CC=CC=C1)C1CCNCCC1